(3R)-3-{[5-(2-chloro-5-cyanophenyl)-1H-indazol-3-yl]carbamoyl}piperidine-1-carboxylic acid 1-[(2,2-dimethylpropionyl) oxy]-2-methylpropyl ester CC(C(=O)OC(C(C)C)OC(=O)N1C[C@@H](CCC1)C(NC1=NNC2=CC=C(C=C12)C1=C(C=CC(=C1)C#N)Cl)=O)(C)C